(S)-N-(5-methyl-4-oxo-8-(pyridin-2-ylethynyl)-2,3,4,5-tetrahydrobenzo[b][1,4]oxazepin-3-yl)-4-phenoxypicolinamide CN1C2=C(OC[C@@H](C1=O)NC(C1=NC=CC(=C1)OC1=CC=CC=C1)=O)C=C(C=C2)C#CC2=NC=CC=C2